FC(CN1[C@@H](C=2NC3=CC=CC=C3C2C[C@H]1C)C=1SC(=CC1)CCCN1C[C@@H](CC1)CF)(C)C (1S,3R)-2-(2-fluoro-2-methylpropyl)-1-(5-(3-((R)-3-(fluoromethyl)pyrrolidin-1-yl)propyl)thiophen-2-yl)-3-methyl-2,3,4,9-tetrahydro-1H-pyrido[3,4-b]indole